4-(diethylamino)benzoic acid C(C)N(C1=CC=C(C(=O)O)C=C1)CC